Copper(II) pyrophosphate hydrate O.[O-]P([O-])(=O)OP(=O)([O-])[O-].[Cu+2].[Cu+2]